The molecule is an organic heterotetracyclic compound that is 1,6-dihydrobenzo[h]imidazo[4,5-f]isoquinolin-7-one bearing additional tert-butyl and fluoro substituents at positions 2 and 9 respectively. It has a role as an EC 2.7.10.2 (non-specific protein-tyrosine kinase) inhibitor. It is an organic heterotetracyclic compound and an organofluorine compound. CC(C)(C)C1=NC2=C(N1)C3=C(C=C(C=C3)F)C4=C2C=CNC4=O